CC1=NNC=C1C(=O)NC1=NN(C2=CC=CC=C12)CC1=CC=C(C=C1)C(F)(F)F 3-methyl-N-(1-(4-(trifluoromethyl)benzyl)-1H-indazol-3-yl)-1H-pyrazole-4-carboxamide